FC1=C(OC2=NC(=NC(=C2)C2=C(C=CC=C2)C(C)C)NS(=O)(=O)C2=CC(=CC=C2)C)C=CC=C1 N-[4-(2-fluorophenoxy)-6-(2-isopropylphenyl)pyrimidin-2-yl]-3-methyl-benzenesulfonamide